FC1=CC=C(C=C1)C=1C(=NC(=NC1)N(C)C)C1CN(CCO1)CC1=CC=NC2=CC=CC=C12 5-(4-fluorophenyl)-N,N-dimethyl-4-(4-(quinolin-4-ylmethyl)morpholin-2-yl)pyrimidin-2-amine